N-cyclopentyl-3-((2',4'-dichloro-4-hydroxy-[1,1'-biphenyl]-3-yl)(4-(2,3-dichlorophenyl)piperazin-1-yl)methyl)benzamide C1(CCCC1)NC(C1=CC(=CC=C1)C(N1CCN(CC1)C1=C(C(=CC=C1)Cl)Cl)C=1C=C(C=CC1O)C1=C(C=C(C=C1)Cl)Cl)=O